COC=1C=C(CN(C2=CC=C(C=C2)CN2CCCCC2)CC=2C=C(N(C)C)C=CC2)C=CC1 3-(((3-methoxybenzyl)(4-(piperidin-1-ylmethyl)phenyl)amino)methyl)-N,N-dimethylaniline